C(C[C@H](CC(=O)O)N)CN The molecule is a diamino acid that is hexanoic acid substituted at positions 3 and 6 by amino groups. It is a beta-amino acid and a diamino acid. It derives from a hexanoic acid. It is a conjugate base of a (3R)-3,6-diammoniohexanoate(1+).